C(#N)C=1C=NN(C1C(C)NC(C1=CC(=CC(=C1)C(F)(F)F)C(F)(F)F)=O)C1=NC=CC=N1 N-(1-(4-cyano-1-(pyrimidin-2-yl)-1H-pyrazol-5-yl)ethyl)-3,5-bis(trifluoromethyl)benzamide